ONC(COC1=CC=C(C=C1)NC1=NC(=NC2=CC=CC=C12)C)=O N-hydroxy-2-(4-((2-methyl-4-quinazolinyl)amino)phenoxy)acetamide